(S)-N-(2-(2-ethoxypyrimidin-4-yl)-1H-pyrrolo[3,2-c]pyridin-6-yl)-3-methyl-1-((tetrahydrofuran-2-yl)methyl)-1H-pyrazole-4-carboxamide C(C)OC1=NC=CC(=N1)C1=CC=2C=NC(=CC2N1)NC(=O)C=1C(=NN(C1)C[C@H]1OCCC1)C